[(2S,3S,4S,5S)-3,4,6-tris(acetyloxy)-5-aminooxan-2-yl]methyl acetate hydrochloride Cl.C(C)(=O)OC[C@@H]1OC([C@H]([C@@H]([C@@H]1OC(C)=O)OC(C)=O)N)OC(C)=O